(S)-2-amino-N-(2-(4-chlorophenyl)propan-2-yl)propanamide hydrochloride Cl.N[C@H](C(=O)NC(C)(C)C1=CC=C(C=C1)Cl)C